OC(CC(CC(CCCOCCCCCCCCCCOCOCOCCCCCCCCCCOCCCC(CC(CC(C)O)C)C)C)C)C 8-hydroxy-4,6-dimethylnonyloxydecyloxymethyl ether